5-(2-hydroxy-4-methyl-5-(1-methyl-1H-pyrazol-4-yl)phenyl)-1,2,5-thiadiazolidin-3-one 1,1-dioxide OC1=C(C=C(C(=C1)C)C=1C=NN(C1)C)N1CC(NS1(=O)=O)=O